2-[3-[[4-(aminomethyl)-3-pyridyl]oxy]propyl]isoindoline-1,3-dione NCC1=C(C=NC=C1)OCCCN1C(C2=CC=CC=C2C1=O)=O